4-(5-bromo-3-pyridinyl)tetrahydropyran-4-carbonitrile BrC=1C=C(C=NC1)C1(CCOCC1)C#N